9,9'-(6-chloro-1,3,5-triazine-2,4-diyl)bis(9H-carbazole-1,2,3,4,5,6,7,8-d8) ClC1=NC(=NC(=N1)N1C2=C(C(=C(C(=C2C=2C(=C(C(=C(C12)[2H])[2H])[2H])[2H])[2H])[2H])[2H])[2H])N1C2=C(C(=C(C(=C2C=2C(=C(C(=C(C12)[2H])[2H])[2H])[2H])[2H])[2H])[2H])[2H]